5-amino-N-(2-(4-amino-2-butyl-1H-imidazo[4,5-c]quinolin-1-yl)ethyl)pyrazine NC=1N=CCN(C1)CCN1C(=NC=2C(=NC=3C=CC=CC3C21)N)CCCC